N1CCNCCCNCCNCCC1 1,4,8,11-Tetraazacyclotetradecan